FC=1C=2N(C=C(C1)C1=CC=3N=CN(C(C3S1)=O)C1CCN(CC1)C(=O)OC(C)(C)C)C=C(N2)C tert-butyl 4-(6-(8-fluoro-2-methylimidazo[1,2-a]pyridin-6-yl)-4-oxothieno[3,2-d]pyrimidin-3(4H)-yl)piperidine-1-carboxylate